NC1=CC=C(C=C1)C1=CC=C(C=C1)C(=O)OC(C)(C)C tert-butyl 4'-amino[1,1'-biphenyl]-4-carboxylate